C1(CC1)CC=1N(C(=CC1C=1SC=C(N1)C(=O)O)C1=CC(=CC=C1)C#CC=1SC(=CC1)C)CC1=C(C(=C(C=C1)S(N)(=O)=O)F)F 2-(2-(cyclopropylmethyl)-1-(2,3-difluoro-4-sulfamoylbenzyl)-5-(3-((5-methylthiophen-2-yl)ethynyl)phenyl)-1H-pyrrol-3-yl)thiazole-4-carboxylic acid